C(C1=CC=CC=C1)[C@H]1N([C@H]2CC[C@@H]1C2)C2=NC(=CC(=C2)N2C[C@H](OCC2)C)OCC2=CC=C(C=C2)OC (R)-4-(2-((1S,3R,4R)-3-benzyl-2-azabicyclo[2.2.1]heptan-2-yl)-6-((4-methoxybenzyl)oxy)pyridin-4-yl)-2-methylmorpholine